2-(4'-methyl-[1,1'-biphenyl]-3-yl)naphthalene CC1=CC=C(C=C1)C1=CC(=CC=C1)C1=CC2=CC=CC=C2C=C1